3-((2-bromobenzyl)oxy)aniline BrC1=C(COC=2C=C(N)C=CC2)C=CC=C1